1-(pyridin-3-ylmethyl)pyrimidin-2(1H)-one N1=CC(=CC=C1)CN1C(N=CC=C1)=O